CC1(OB(OC1(C)C)C1=CC=C(C=C1)CCCCNC(OCC1=CC=CC=C1)=O)C benzyl (4-(4-(4,4,5,5-tetramethyl-1,3,2-dioxaborolan-2-yl)phenyl)butyl)carbamate